biphenyl-4-carboxaldehyde C1(=CC=C(C=C1)C=O)C1=CC=CC=C1